sodium cetyl methacrylate C(C(=C)C)(=O)OCCCCCCCCCCCCCCCC.[Na]